1-amino-3-bromo-5-fluoropyridine-1-ium 2,4,6-trimethylbenzenesulfonate CC1=C(C(=CC(=C1)C)C)S(=O)(=O)[O-].N[N+]1=CC(=CC(=C1)F)Br